Diisopentyl 9,9'-((5-(2-(4-(2-((3-(bis(2-hydroxy-7-(isopentyloxy)-7-oxoheptyl)amino)-propyl)disulfaneyl)ethyl)piperazin-1-yl)ethoxy)-5-oxopentyl)azanediyl)bis(8-hydroxynonanoate) OC(CN(CCCSSCCN1CCN(CC1)CCOC(CCCCN(CC(CCCCCCC(=O)OCCC(C)C)O)CC(CCCCCCC(=O)OCCC(C)C)O)=O)CC(CCCCC(OCCC(C)C)=O)O)CCCCC(=O)OCCC(C)C